C(#N)CN1N=C2C(N(C(C=C2N2C[C@H](N(C[C@@H]2CC)C(C(=O)NCCOC)C2=CC=C(C=C2)C(F)(F)F)CC)=O)C)=C1 ((2R,5S)-4-(2-(cyanomethyl)-4-methyl-5-oxo-4,5-dihydro-2H-pyrazolo[4,3-b]pyridin-7-yl)-2,5-diethylpiperazin-1-yl)-N-(2-methoxyethyl)-2-(4-(trifluoromethyl)phenyl)acetamide